C(CC(=O)[O-])(=O)[O-].[K+].[K+] potassium propanedioate